1-(4-(3-(4-Fluorophenyl)-2H-chromen-4-yl)phenyl)-4-isopropylpiperazine FC1=CC=C(C=C1)C=1COC2=CC=CC=C2C1C1=CC=C(C=C1)N1CCN(CC1)C(C)C